CHINOLIN-2-ON N1C(C=CC2=CC=CC=C12)=O